2-[4-(hydroxymethyl)imidazole-1-yl]pyrimidin-5-ol OCC=1N=CN(C1)C1=NC=C(C=N1)O